N-{(8-hydroxy-5-nitroquinolin-7-yl)[5-(o-tolyl)pyridin-2-yl]methyl}pentanamide OC=1C(=CC(=C2C=CC=NC12)[N+](=O)[O-])C(NC(CCCC)=O)C1=NC=C(C=C1)C1=C(C=CC=C1)C